methyl 2-(4-chloropyridin-3-yl)-3-cyanopropionate ClC1=C(C=NC=C1)C(C(=O)OC)CC#N